2-[(6-fluoroindolin-1-yl)methyl]-6-methoxy-3H-quinazolin-4-one FC1=CC=C2CCN(C2=C1)CC1=NC2=CC=C(C=C2C(N1)=O)OC